CC1=C(C(CCC1)(C)C)C=CC(C)=O 4-(2,6,6-trimethyl-1-cyclohexen-1-yl)-3-butenone